7-bromo-3-[2-(methoxymethoxy)phenyl]-5-methylpyrido[3,2-c]pyridazin-6-one BrC1=CC=2N=NC(=CC2N(C1=O)C)C1=C(C=CC=C1)OCOC